(1S,3aR,6aS)-N-[(2S)-1-hydroxy-3-[(3S)-2-oxopiperidin-3-yl]propan-2-yl]-2-(1H-indole-2-carbonyl)-hexahydro-1H-cyclopenta[c]pyrrole-1-carboxamide OC[C@H](C[C@H]1C(NCCC1)=O)NC(=O)[C@H]1N(C[C@H]2[C@@H]1CCC2)C(=O)C=2NC1=CC=CC=C1C2